tert-butyl N-[5-[(3-hydroxy-2,6-dimethyl-phenyl)carbamoyl]thiazol-2-yl]carbamate OC=1C(=C(C(=CC1)C)NC(=O)C1=CN=C(S1)NC(OC(C)(C)C)=O)C